ruthenium phenanthrolinedione N=1C(C(C=C2C=CC3=CC=CN=C3C12)=O)=O.[Ru]